Cl.FC1C(CCC(C1)(F)F)N 2,4,4-trifluorocyclohexanamine hydrochloride